N,N'-diaminopropyl-2-methyl-cyclohexane-1,3-diamine NNC1(C(C(CCC1)NN)C)CCC